(S)-N4-(1-ethoxy-3-(4-(prop-2-yn-1-yloxy)phenyl)propan-2-yl)quinoline-3,4-diamine C(C)OC[C@H](CC1=CC=C(C=C1)OCC#C)NC1=C(C=NC2=CC=CC=C12)N